3-(5-(1,4-diazacycloheptan-1-yl)-1-oxoisoindolin-2-yl)piperidine-2,6-dione N1(CCNCCC1)C=1C=C2CN(C(C2=CC1)=O)C1C(NC(CC1)=O)=O